BrC=1C=C(C=C(C1)C)C L-5-Bromometa-xylene